(2R)-1-(benzyloxy)-3-(4-cyanophenyl)-1-oxopropan-2-yl-(2S)-2-[[(tert-butoxy) carbonyl] (methyl) amino]-4-methylpentanoate C(C1=CC=CC=C1)OC([C@@H](CC1=CC=C(C=C1)C#N)OC([C@H](CC(C)C)N(C)C(=O)OC(C)(C)C)=O)=O